C(C)(C)(C)OC(=O)N1CCC(=CC1)C1=CNC2=CC=C(C=C12)Cl 4-(5-chloro-1H-indol-3-yl)-3,6-dihydro-2H-pyridine-1-carboxylic acid tert-butyl ester